1-methyl-1,7-diazaspiro[3.5]nonane trifluoroacetate FC(C(=O)O)(F)F.CN1CCC12CCNCC2